ethyl 2-[4-(difluoromethyl)-6-[4-[(3R,4R)-1-ethyl-3-fluoro-4-piperidyl]phenyl]-7-methyl-indazol-2-yl]-2-[(6R)-6-fluoro-6,7-dihydro-5H-pyrrolo[1,2-c]imidazol-1-yl]acetate FC(C=1C2=CN(N=C2C(=C(C1)C1=CC=C(C=C1)[C@@H]1[C@H](CN(CC1)CC)F)C)C(C(=O)OCC)C1=C2N(C=N1)C[C@@H](C2)F)F